N1C(CNCC1)CC(=O)O PIPERAZIN-2-YLACETIC ACID